3-Azidopropyl 2,3,4,6-Tetra-O-benzyl-α-D-galactopyranosyl-(1→4)-2,3,6-tri-O-benzyl-β-d-galactopyranosyl-(1→4)-2,3,6-tri-O-benzyl-β-d-glucopyranoside C(C1=CC=CC=C1)O[C@H]1[C@H](O[C@@H]([C@@H]([C@@H]1OCC1=CC=CC=C1)OCC1=CC=CC=C1)COCC1=CC=CC=C1)O[C@@H]1[C@@H]([C@H]([C@@H](O[C@@H]1COCC1=CC=CC=C1)O[C@H]1[C@@H]([C@H]([C@H](OCCCN=[N+]=[N-])O[C@@H]1COCC1=CC=CC=C1)OCC1=CC=CC=C1)OCC1=CC=CC=C1)OCC1=CC=CC=C1)OCC1=CC=CC=C1